(5-chloro-6-fluoro-1H-indol-3-yl)-5-phenylisoindoline-2-carboxamide ClC=1C=C2C(=CNC2=CC1F)C1N(CC2=CC(=CC=C12)C1=CC=CC=C1)C(=O)N